FC=1C(=NC(N([C@H]2CS[C@@H](CO)O2)C1)=O)N dideoxy-5-fluoro-3'-thiacytidine